CNC(CCCNC(=O)C=1N=NN2C1CN(CC2)C(=O)OCCCCCC(C)C)=O 6-methylheptyl 3-((4-(methylamino)-4-oxobutyl) carbamoyl)-6,7-dihydro-[1,2,3]triazolo[1,5-a]pyrazine-5(4H)-carboxylate